(2R)-2-methoxy-2-phenylacetic acid CO[C@@H](C(=O)O)C1=CC=CC=C1